N-(5-(7-fluorobenzo[d][1,3]dioxol-5-yl)-1-(3-hydroxy-3-methylbutyl)-1H-pyrazolo[3,4-b]pyridin-3-yl)-4-methyloxazole-5-carboxamide FC1=CC(=CC2=C1OCO2)C=2C=C1C(=NC2)N(N=C1NC(=O)C1=C(N=CO1)C)CCC(C)(C)O